ethyl 2-chloro-4-((3-methoxyphenyl)amino)pyrimidine-5-carboxylate ClC1=NC=C(C(=N1)NC1=CC(=CC=C1)OC)C(=O)OCC